3,10-di(naphthalene-2-yl)perylene tert-Butyl-(7-chloro-3-cyano-4-(3-(ethylthio)-5-fluoro-7,9-dihydrofuro[3,4-f]quinazolin-6-yl)thieno[3,2-c]pyridin-2-yl)carbamate C(C)(C)(C)N(C(O)=O)C1=C(C=2C(=NC=C(C2S1)Cl)C=1C2=C(C=3C=NC(=NC3C1F)SCC)COC2)C#N.C2=C(C=CC1=CC=CC=C21)C=2C=CC=1C=3C=CC(=C4C=CC=C(C5=CC=CC2C51)C43)C4=CC3=CC=CC=C3C=C4